C(C)(C)(C)C1=CC=C(C=C1)N1CCN(CC1)C1=NC=CC=C1Cl N-(4-tert-butyl-phenyl)-4-(3-chloropyridin-2-yl)tetrahydropyrazine